N-(3-(3-(1H-pyrazol-4-yl)quinoxaline-6-carbonyl)-4-chloro-2-fluorophenyl)-4-fluorobenzamide N1N=CC(=C1)C=1C=NC2=CC=C(C=C2N1)C(=O)C=1C(=C(C=CC1Cl)NC(C1=CC=C(C=C1)F)=O)F